C(C)(C)(C)OC(=O)NC1(CC1)CCS(=O)(=O)O (1-((t-Butoxycarbonyl)amino)cyclopropyl)methyl-methanesulfonic acid